CN(C1=CC=C(C=C1)C(COC1=C(C#N)C(=CC(=N1)C)C)=O)C 2-(2-(4-(dimethylamino)phenyl)-2-oxoethoxy)-4,6-dimethylnicotinonitrile